C(C=CC)C=1C(C2=CC=CC=C2C(C1O)=O)=O 2-(2-Buten-1-yl)-3-hydroxy-1,4-naphthoquinone